5-[[2-[5-fluoro-6-(2,2,2-trifluoroethyl)quinazolin-4-yl]-2,7-diazaspiro[3.5]nonan-7-yl]methyl]-4-methyl-1-[(2S)-2-(4-methylsulfonylpiperazin-1-yl)propyl]indole-2-carbonitrile FC1=C2C(=NC=NC2=CC=C1CC(F)(F)F)N1CC2(C1)CCN(CC2)CC=2C(=C1C=C(N(C1=CC2)C[C@H](C)N2CCN(CC2)S(=O)(=O)C)C#N)C